3,5,6-triaminotoluene NC=1C=C(C)C(=C(C1)N)N